COC1=CC=C(CNC2(CN(C2)C2=NC(=NC=C2C)NC2=CC(=NS2)C)CC#N)C=C1 2-(3-((4-methoxybenzyl)amino)-1-(5-methyl-2-((3-methylisothiazol-5-yl)amino)pyrimidin-4-yl)azetidin-3-yl)acetonitrile